FC=1C=C(C=CC1)C(C(=O)O)(C)C 2-(3-fluorophenyl)-2-methylpropanoic acid